C(C1=CC=CC=C1)OC1=C(N)C=CC(=C1)Br 2-(benzyloxy)-4-bromoaniline